C(#N)C1=C(C(=CC=C1)C(F)(F)F)C1=CC=C2C(=CN(C2=C1)CC(C)(C)C)[C@@H](C(F)F)N(CS(N)(=O)=O)C (S)-N-(1-(6-(2-cyano-6-(trifluoromethyl)phenyl)-1-neopentyl-1H-indol-3-yl)-2,2-difluoroethyl)-sulfamoyldimethylamine